CN(CCCCNC(=O)C=1N=NC(=CC1)[123I])C N-(4-(dimethylamino)butyl)-6-[123I]iodopyridazine-3-carboxamide